ClC=1C=C(C(=O)N(C2COC2)C)C=CC1C=1N(C2=NC=NC(=C2N1)OC1(CC1)C)CC1=NC=CC(=C1)C 3-chloro-N-methyl-4-(6-(1-methylcyclopropoxy)-9-((4-methylpyridin-2-yl)methyl)-9H-purin-8-yl)-N-(oxetan-3-yl)benzamide